4-(6-Chloro-5-methylpyridin-3-yl)isoxazole ClC1=C(C=C(C=N1)C=1C=NOC1)C